OCCNC(/C=C/CC[C@@H](C(=O)NC=1C(N(C=CC1)CC1=NC2=C(N1C(=O)OC(C)(C)C)C=CC=C2)=O)NC(=O)OC)=O (S,E)-tert-butyl 2-((3-(7-((2-hydroxyethyl)amino)-2-((methoxycarbonyl)amino)-7-oxohept-5-enamido)-2-oxopyridin-1(2H)-yl)methyl)-1H-benzo[d]imidazole-1-carboxylate